N12CCCN(CCC1)C2C=2C=C(C=CC2OCCCCC(NO)=O)C2=CC=C(C=C2)C=CC(=O)O 3-[3'-(1,5-diaza-bicyclo[3.3.1]non-9-yl)-4'-(4-hydroxycarbamoyl-butoxy)-biphenyl-4-yl]-acrylic acid